C(C)(C)(C)OC(NCC1=CC=C(C=C1)NC(C1=C(C=C(C=C1)C(NC1=CC=C(C=C1)CNC(=O)OC(C)(C)C)=O)F)=O)=O (4-{4-[4-(tert-butoxycarbonylamino-methyl)-phenylcarbamoyl]-2-fluoro-benzoylamino}-benzyl)-carbamic acid tert-butyl ester